bis(3,5-di-tert-butyl-4-hydroxyphenyl)benzene tert-Butyl-8-methyl-3-oxo-5,6,8,8a-tetrahydro-1H-oxazolo[3,4-a]pyrazine-7-carboxylate C(C)(C)(C)OC(=O)N1C(C2N(CC1)C(OC2)=O)C.C(C)(C)(C)C=2C=C(C=C(C2O)C(C)(C)C)C2=C(C=CC=C2)C2=CC(=C(C(=C2)C(C)(C)C)O)C(C)(C)C